NC1=C(C=C(C=N1)NC(C(=O)N1[C@@H](CC[C@H](C1)C)C1=CC=C(C=C1)C1=CC=NN1)=O)C |r| rac-N-(6-amino-5-methyl-3-pyridyl)-2-[(2S,5R)-5-methyl-2-[4-(1H-pyrazol-5-yl)phenyl]-1-piperidyl]-2-oxo-acetamide